4-(4-cyanophenyl)piperazine-1-carboxylic acid tert-butyl ester C(C)(C)(C)OC(=O)N1CCN(CC1)C1=CC=C(C=C1)C#N